(E)-2-[2-(6-chloropyrimidin-4-yloxy) phenyl]-3-methoxypropenoate ClC1=CC(=NC=N1)OC1=C(C=CC=C1)/C(/C(=O)[O-])=C\OC